BrC=1C(=C(OC2CCC(CC2)CCC(=O)N(C)OC)C=CC1)C 3-((1r,4r)-4-(3-bromo-2-methylphenoxy)cyclohexyl)-N-methoxy-N-methylpropanamide